C(CCCC)(=O)O[C@H]1CC[C@@H]2[C@@]1(CC[C@@H]1[C@]3(CCC=4N=C(SC4C3=CC[C@@H]21)NN2CCCCC2)C)C (5aR,5bS,7aS,8S,10aS,10bR)-5a,7a-dimethyl-2-(piperidin-1-ylamino)-5,5a,5b,6,7,7a,8,9,10,10a,10b,11-dodecahydro-4H-cyclopenta[7,8]phenanthro[2,1-d]thiazol-8-yl pentanoate